CC1=NN(C(=C1)OC(C1=C(C=CC=C1)OC(C)=O)=O)C1=NC(=C(N=C1C)C)C 3-methyl-1-(3,5,6-trimethylpyrazin-2-yl)-1H-pyrazol-5-yl-2-acetoxybenzoate